FC(C(CC(=O)N1CCC(CC1)(O)CN1C=NC=2C(C1=O)=CSC2C=2C=C1CCC(C1=CC2)NC)C2=CC=CC=C2)F 3-((1-(4,4-difluoro-3-phenylbutyryl)-4-hydroxypiperidin-4-yl)methyl)-7-(1-(methylamino)-2,3-dihydro-1H-inden-5-yl)thieno[3,4-d]pyrimidin-4(3H)-one